CC=1C(=C2C(=NC1Br)C(CC2)=O)C(=O)OC2=CC1=CC=C(C=C1C=C2)F 6-fluoronaphthalen-2-ol methyl-2-bromo-7-oxo-6,7-dihydro-5H-cyclopenta[b]pyridine-4-carboxylate